ClC1=C(C(=O)N(C)C)C=CC(=C1)NC1=NC=C(C(=N1)N[C@H](CO)C1=CC=CC=C1)C1=NC=NO1 2-chloro-4-[[4-[[(1S)-2-hydroxy-1-phenyl-ethyl]amino]-5-(1,2,4-oxadiazol-5-yl)pyrimidin-2-yl]amino]-N,N-dimethyl-benzamide